C1CC(=O)N(C1=O)OC(=O)CCOCCOCCOCCOCCOCCOCCOCCOCCOCCOCCOCCOCCOCCOCCOCCOCCOCCOCCOCCOCCOCCOCCOCCOCCOCCOCCOCCOCCNC(=O)CCN2C(=O)C=CC2=O O-[N-(3-Maleimidopropionyl)aminoethyl]-O'-[3-(N-succinimidyloxy)-3-oxopropyl]heptacosaethylene glycol